[(pyridin-2-yl)amino]-1-{[2-(trimethylsilyl)ethoxy]methyl}-1H-pyrazole-4-carboxamide N1=C(C=CC=C1)NC1=NN(C=C1C(=O)N)COCC[Si](C)(C)C